O=C1NC(CCC1C1=NN(C2=CC(=CC=C12)N1CCN(CC1)[C@H](C)C1CCN(CC1)C(=O)OC(C)(C)C)C)=O tert-butyl 4-((1R)-1-(4-(3-(2,6-dioxopiperidin-3-yl)-1-methyl-1H-indazol-6-yl)piperazin-1-yl)ethyl)piperidine-1-carboxylate